CC(C)C1=C(C(=CC=C1)C(C)C)NS([O-])(=O)=O.[Na+] Sodium N-[2,6-di(propan-2-yl)phenyl]sulfamate